1-(4-(6-chloro-8-fluoro-7-(2-fluoro-6-hydroxyphenyl)-2-(oxetan-3-yloxy)quinazolin-4-yl)piperazin-1-yl)prop-2-en-1-one ClC=1C=C2C(=NC(=NC2=C(C1C1=C(C=CC=C1O)F)F)OC1COC1)N1CCN(CC1)C(C=C)=O